C1(=C(C=CC=C1)C=1C=CC=2N(C3=CC=CC=C3C2C1)N)C 3-(o-tolyl)carbazol-9-amine